C1(=CC=CC=C1)S(=O)(=O)[O-].C[N+](C)(C)OC1=C(C=CC=C1)C N,N,N-trimethyltolyloxyammonium benzenesulfonate